(Z)-5-((6-(3-(5-(tert-butyl)isoxazol-3-yl)ureido)-2-oxindole-3-ylidene)methyl)-2,4-dimethyl-1H-pyrrole-3-carboxylic acid ethyl ester C(C)OC(=O)C1=C(NC(=C1C)\C=C\1/C(NC2=CC(=CC=C12)NC(=O)NC1=NOC(=C1)C(C)(C)C)=O)C